[H-].[Na+].COC(C(C(=O)[O-])C1=NC=C(C=C1C(F)(F)F)C(F)(F)F)=O.FC(C=1C(=NC=C(C1)C(F)(F)F)CC(=O)O)(F)F.[Li+] Lithium 2-[3,5-bis(trifluoromethyl)-2-pyridyl]acetate methyl-2-[3,5-bis(trifluoromethyl)-2-pyridyl]propanedioate Sodium hydride